Dimethyl 2,2'-(1,4-phenylene)bis(2-methylpropanoate) C1(=CC=C(C=C1)C(C(=O)OC)(C)C)C(C(=O)OC)(C)C